N-[6-(difluoromethyl)-2-[3-(iodomethyl)cyclobutyl]indazol-5-yl]-6-(trifluoromethyl)pyridine-2-carboxamide FC(C=1C(=CC2=CN(N=C2C1)C1CC(C1)CI)NC(=O)C1=NC(=CC=C1)C(F)(F)F)F